5-nitro-1-p-toluenesulfonyl-1H-pyrrolo[2,3-b]pyridine [N+](=O)([O-])C=1C=C2C(=NC1)N(C=C2)S(=O)(=O)C2=CC=C(C)C=C2